C1(CCCCC1)CO\N=C(\COC1=CC(=NN1C)C(F)(F)F)/C1=C(C=C(C=C1)Cl)Cl (E)-1-(2,4-dichlorophenyl)-2-((1-methyl-3-(trifluoromethyl)-1H-pyrazol-5-yl)oxy)ethan-1-one-O-cyclohexylmethyl oxime